NCC=1C=C(C=CC1)C=1C=C(C=CC1)C=1N=C(SC1)NC(CNC(=O)C1=CN(C=C1)S(=O)(=O)C)=O N-[2-[[4-[3-[3-(aminomethyl)phenyl]phenyl]thiazol-2-yl]amino]-2-oxo-ethyl]-1-methylsulfonyl-pyrrole-3-carboxamide